ClC1=C(OCCCCC(=O)O)C=CC=C1C=1N(C2=NC=NC(=C2N1)OC1(CC1)C)CC1=CC(=CC=C1)Cl (racemic)-5-(2-chloro-3-(9-(3-chlorobenzyl)-6-(1-methylcyclopropoxy)-9H-purin-8-yl)phenoxy)pentanoic acid